N-(3-fluoro-4-((1-isopropyl-2-oxo-2,3-dihydro-1H-imidazo[4,5-b]pyridine-7-yl)oxy)phenyl)-1-phenyl-1H-1,2,3-triazole-4-carboxamide FC=1C=C(C=CC1OC1=C2C(=NC=C1)NC(N2C(C)C)=O)NC(=O)C=2N=NN(C2)C2=CC=CC=C2